ClC1=CC=C(C=C1)[C@@H](NC(=O)[C@@H]1CNC(O1)=O)C=1N=C(NC1)C(F)(F)F |o1:7| (S)-N-((R or S)-(4-chlorophenyl)(2-(trifluoromethyl)-1H-imidazol-4-yl)methyl)-2-oxooxazolidine-5-carboxamide